[Si](C)(C)(C(C)(C)C)OCC=1C=C(C=C(C1B1OCC(CO1)(C)C)Cl)NC1=NC=C(C(=N1)N[C@@H]1COCC[C@H]1C#N)C (trans)-3-((2-((3-(((tert-butyldimethylsilyl)oxy)methyl)-5-chloro-4-(5,5-dimethyl-1,3,2-dioxaborinan-2-yl)phenyl)amino)-5-methyl-pyrimidin-4-yl)amino)tetrahydro-2H-pyran-4-carbonitrile